trans-1-aminomethylamine NCN